2-butyl-4-chloro-1-((2'-cyano-5'-cyclohexyl-[1,1'-biphenyl]-4-yl)methyl)-1H-imidazole-5-carboxylic Acid C(CCC)C=1N(C(=C(N1)Cl)C(=O)O)CC1=CC=C(C=C1)C1=C(C=CC(=C1)C1CCCCC1)C#N